tetranonyl-phosphonium chloride [Cl-].C(CCCCCCCC)[P+](CCCCCCCCC)(CCCCCCCCC)CCCCCCCCC